Tert-butyl 4-(6-(4-(2-(2,6-dioxopiperidin-3-yl)-1,3-dioxoisoindolin-5-yl)piperazin-1-yl)pyrimidin-4-yl)piperazine-1-carboxylate O=C1NC(CCC1N1C(C2=CC=C(C=C2C1=O)N1CCN(CC1)C1=CC(=NC=N1)N1CCN(CC1)C(=O)OC(C)(C)C)=O)=O